9-octadecenoat C(CCCCCCCC=CCCCCCCCC)(=O)[O-]